ethyl (6S)-4-(2-(bis(2,4-dimethoxybenzyl)amino)oxazolo[4,5-c]pyridin-7-yl)-6-methyl-3,6-dihydro-2H-pyran-2-carboxylate COC1=C(CN(C=2OC3=C(C=NC=C3C=3CC(O[C@H](C3)C)C(=O)OCC)N2)CC2=C(C=C(C=C2)OC)OC)C=CC(=C1)OC